3-(2-Nitrophenoxy)-2-propanol [N+](=O)([O-])C1=C(OCC(C)O)C=CC=C1